CC([O-])CC.CC([O-])CC.[Li+].[Li+] lithium di-sec-butoxide